BrC(CO)C(C1=CC=CC=C1)Cl trans-2-Bromo-3-chloro-3-phenylpropan-1-ol